FC1CCN(CC1)C(=O)C=1C=C2C(=NC1)C(=CN2C)C2=CC=C(C=C2)OC (4-fluoropiperidin-1-yl)(3-(4-methoxyphenyl)-1-methyl-1H-pyrrolo[3,2-b]pyridin-6-yl)methanone